N-(6-Fluorobenzo[d]thiazol-2-yl)-1-(2-fluorophenyl)-5-(trifluoromethyl)-1H-1,2,3-triazole-4-carboxamide FC1=CC2=C(N=C(S2)NC(=O)C=2N=NN(C2C(F)(F)F)C2=C(C=CC=C2)F)C=C1